N'-[2-[2-(dimethylamino)ethoxy]ethyl]-N'-methyl-propane-1,3-diamine CN(CCOCCN(CCCN)C)C